FC1(CN(CC1)[C@H]1C([C@@H](C1)C1CC12N(CCC(C2)C(=O)N)C(=O)C2=NNC(=C2)C2=CC(=NC=C2F)OC)(C)C)F ((1s,3R)-3-(3,3-difluoropyrrolidin-1-yl)-2,2-dimethylcyclobutyl)-4-(5-(5-fluoro-2-methoxypyridin-4-yl)-1H-pyrazole-3-carbonyl)-4-azaspiro[2.5]octane-7-carboxamide